trimethyl-amyl-phosphine bis(trifluoromethanesulfonyl)imide salt [N-](S(=O)(=O)C(F)(F)F)S(=O)(=O)C(F)(F)F.CC(CCCCP)(C)C